Cl.N1=CN=C2NC=NC2=C1N1CCSC(=C1)C(=O)N[C@H]1CNCC1 (R)-4-(9H-purin-6-yl)-N-(pyrrolidin-3-yl)-3,4-dihydro-2H-1,4-thiazine-6-carboxamide hydrochloride